ClC1=CC=C(CN2N=C(C3=CC=CC=C23)C(C(=O)N)CC=2C=NC=CC2)C=C1 (1-(4-chlorobenzyl)-1H-indazol-3-yl)-3-(pyridin-3-yl)-propionamide